(S)-2-(2,5-difluoro-4-(6-((5-((1-hydroxycyclobutyl)ethynyl)thiazol-2-yl)methoxy)pyridin-2-yl)benzyl)-1-(oxetan-2-ylmethyl)-1H-benzo[d]imidazole-6-carboxylic acid FC1=C(CC2=NC3=C(N2C[C@H]2OCC2)C=C(C=C3)C(=O)O)C=C(C(=C1)C1=NC(=CC=C1)OCC=1SC(=CN1)C#CC1(CCC1)O)F